5-oxo-1-(2-phenylethyl)pyrrolidine-3-carboxylic acid O=C1CC(CN1CCC1=CC=CC=C1)C(=O)O